N[C@H]1CN(CC1)C1=NC(=NC2=C1OCCC(N2)CC)N 4-[(3R)-3-aminopyrrolidin-1-yl]-8-ethyl-6,7,8,9-tetrahydropyrimido[5,4-b][1,4]oxazepin-2-amine